P(OCCC)(OCCC)OCCC tri(n-propyl) phosphite